2-propionyl-1,2,3,4-tetrahydroisoquinolin C(CC)(=O)N1CC2=CC=CC=C2CC1